[Li].C(CCC#N)#N (succinonitrile), lithium salt